N1(N=CN=C1)C(=O)N1C=NN=C1 (1H-1,2,4-triazol-1-yl)(4H-1,2,4-triazol-4-yl)methanone